3-(2-((3-chloropyridazin-4-yl)oxy)ethyl)-2-methyl-4-oxo-7-(trifluoromethyl)-3,4-dihydroquinazolin-5-carbonitrile ClC=1N=NC=CC1OCCN1C(=NC=2C=C(C=C(C2C1=O)C#N)C(F)(F)F)C